N1=C(C=CC2=CC=CN=C12)O[C@@H]1C[C@@H]2CN([C@H]1C2)C(=O)C2=NC(=CC=C2C2=NC=CC=N2)C ((1S,4R,6R)-6-((1,8-naphthyridin-2-yl)oxy)-2-azabicyclo[2.2.1]heptan-2-yl)(6-methyl-3-(pyrimidin-2-yl)pyridin-2-yl)methanone